5-((1S)-1,2-Dimethoxypropyl)-4-methoxy-1H-indazol-3-amine CO[C@H](C(C)OC)C=1C(=C2C(=NNC2=CC1)N)OC